BrC1=CC=C(C=N1)P(C)(C)=O (6-Bromopyridin-3-yl)dimethylphosphine oxide